3-[(3,3-difluorocyclobutyl)methoxy]pyridine FC1(CC(C1)COC=1C=NC=CC1)F